Methyl (3-(3,4-dichlorophenoxy)-3-phenylpropyl)-L-tryptophanate ClC=1C=C(OC(CCN[C@@H](CC2=CNC3=CC=CC=C23)C(=O)OC)C2=CC=CC=C2)C=CC1Cl